6-((3-(4-(3-(6-(cyclopropanecarboxamido)-1-(methylamino)-2,7-naphthyridin-4-yl)-2-methoxyphenyl)-1H-pyrazol-1-yl)azetidin-1-yl)methyl)-N-cyclopropyl-N-methylpicolinamide C1(CC1)C(=O)NC=1C=C2C(=CN=C(C2=CN1)NC)C=1C(=C(C=CC1)C=1C=NN(C1)C1CN(C1)CC1=CC=CC(=N1)C(=O)N(C)C1CC1)OC